3-[4-[4-(Dimethoxymethyl)-1-piperidyl]-3-methyl-2-oxo-benzimidazol-1-yl]piperidine-2,6-dione COC(C1CCN(CC1)C1=CC=CC=2N(C(N(C21)C)=O)C2C(NC(CC2)=O)=O)OC